6-Methyl-N-[(3S)-2-oxo-5-phenyl-1,3-dihydro-1,4-benzodiazepin-3-yl]-2-phenyl-imidazo[1,2-b]-pyridazine-3-carboxamide CC=1C=CC=2N(N1)C(=C(N2)C2=CC=CC=C2)C(=O)N[C@@H]2C(NC1=C(C(=N2)C2=CC=CC=C2)C=CC=C1)=O